CC1=C(C(=O)OC2=C(C(=NN2C)CBr)Cl)C=CC=C1 (3-(bromomethyl)-4-chloro-1-methyl-1H-pyrazol-5-yl) methylbenzoate